ClC1=C(C=CC=C1)C1=CC=CC=C1 6-(2-chlorophenyl)benzol